CS(=O)(=O)NCC(=O)Cl 2-(methylsulfonylamino)acetyl chloride